[N+](=[N-])=C(C(=O)OCC)C1=CC(=NC(=C1)Cl)Cl ethyl 2-diazo-2-(2,6-dichloropyridin-4-yl)acetate